O1CC(CCC1)CC(=O)O 2-(tetrahydro-2H-pyran-3-yl)acetic acid